(1-amino-5-bromo-2,3-dihydro-1H-inden-1-yl)methanol NC1(CCC2=CC(=CC=C12)Br)CO